C(CCCCCCCCC)O[C@@H](CC(=O)O)CCCCCCCCCCC (3R)-3-(decyloxy)tetradecanoic acid